3-(2'-dimethylaminoethyl)-4-acetoxy-indole CN(CCC1=CNC2=CC=CC(=C12)OC(C)=O)C